5-{4-[4-(2-aminoethyl)piperidin-1-yl]-1H-indazol-6-yl}-1,3,4-oxadiazol NCCC1CCN(CC1)C1=C2C=NNC2=CC(=C1)C1=NN=CO1